ClC1=C(C=CC=C1C1=C(C(=NC=C1)Cl)Cl)NC(=O)C1=NC=C(C(=O)OC)C=C1 methyl 6-((2-chloro-3-(2,3-dichloropyridin-4-yl)phenyl)carbamoyl)nicotinate